BrC1=CC=C2C(=CC(=NC2=C1F)O[C@@H]1CN(C[C@H]1OC)C)C1(N(C(CNC1C#N)Cl)C(=O)[O-])C 7-bromo-6-chloro-3-cyano-8-fluoro-2-((((3R,4R)-4-Methoxy-1-methylpyrrolidin-3-yl)oxy)quinolin-4-yl)-2-methylpiperazine-1-carboxylate